ClC1=CC=C(C(=N1)F)O[C@H](C)C=1C=C(C=C2C(C(=C(OC12)C1=CC2=CN(N=C2C=C1)C)C)=O)C 8-[(1R)-1-[(6-Chloro-2-fluoro-3-pyridyl)oxy]ethyl]-3,6-dimethyl-2-(2-methylindazol-5-yl)chromen-4-one